5-(3-((4-(1-(4-amino-5-methoxy-2-(1-methyl-1H-pyrazol-4-yl)phenyl)piperidine-4-yl)piperazin-1-yl)methyl)pyrrolidin-1-yl)-2-(2,6-dioxopiperidin-3-yl)isoindoline-1,3-dione NC1=CC(=C(C=C1OC)N1CCC(CC1)N1CCN(CC1)CC1CN(CC1)C=1C=C2C(N(C(C2=CC1)=O)C1C(NC(CC1)=O)=O)=O)C=1C=NN(C1)C